2-(6-methylpyrazin-2-yl)ethan-1-amine CC1=CN=CC(=N1)CCN